5-(trifluoromethoxy)benzo[d]isoxazol-3-amine FC(OC=1C=CC2=C(C(=NO2)N)C1)(F)F